COC=1C=CC=C2C=CC=C(C12)CCN(C)C1CC1 (2-(8-methoxynaphthalen-1-yl)ethyl)-N-methylcyclopropylamine